(S)-3-((3-methoxypyrrolidin-1-yl)methyl)-5-(trifluoromethyl)aniline CO[C@@H]1CN(CC1)CC=1C=C(N)C=C(C1)C(F)(F)F